1-bromo-3,7-dimethyloct-2,6-diene BrCC=C(CCC=C(C)C)C